ClC1=NC=CC(=C1)NC1=C(C=C(C=C1)OC)C 2-chloro-4-(4-methoxy-2-methylanilino)pyridine